N-(2-(2-(cyclopropylamino)pyrimidin-4-yl)-1-methyl-1H-pyrrolo[3,2-c]pyridin-6-yl)-1-isopropyl-1H-pyrazole-4-carboxamide C1(CC1)NC1=NC=CC(=N1)C1=CC=2C=NC(=CC2N1C)NC(=O)C=1C=NN(C1)C(C)C